1-(3-fluoro-2-(2-hydroxy-2-methylpropyloxy)pyridin-4-yl)ethan-1-one FC=1C(=NC=CC1C(C)=O)OCC(C)(C)O